C1=CC=CC=2C3=CC=CC=C3N(C12)C=1C=C(C=CC1)C=1C=C2SC=3C=C(C=CC3N(C2=CC1)CCCCCC)C1=CC=C(C=2C1=NSN2)C=O 7-(7-(3-(9H-carbazole-9-yl)phenyl)-10-hexyl-10H-phenothiazin-3-yl)benzo[c][1,2,5]thiadiazole-4-formaldehyde